quinoxalino-2,3-dithiolate zinc [Zn+2].S1SC(C2=C1N=C1C=CC=CC1=N2)C(=O)[O-].S2SC(C1=C2N=C2C=CC=CC2=N1)C(=O)[O-]